N1C=NC(=C1C(=O)[O-])C(=O)[O-].[Na+].[Na+] Sodium 4,5-imidazoledicarboxylate